(6-(4-(3H-imidazo[4,5-b]pyridin-7-yl)-1H-pyrazol-1-yl)pyridin-3-yl)-2-cyclopropylacetonitrile N1=CNC2=NC=CC(=C21)C=2C=NN(C2)C2=CC=C(C=N2)C(C#N)C2CC2